O=S1(N=C(C2=C1C=CC=C2)N(\N=C\C2=CC(=C(C=C2)B(O)O)OC)CC(C)C)=O [4-[(E)-[(1,1-dioxo-1,2-benzothiazol-3-yl)-isobutyl-hydrazono]methyl]-2-methoxyphenyl]boronic acid